(3aR,4R,6aR)-6-(4-aminopyrrolo[2,1-f][1,2,4]triazin-7-yl)-6-cyano-2-phenyltetrahydrofuran NC1=NC=NN2C1=CC=C2C2(C=CC=CC2C2OCCC2)C#N